(dihydrobenzopyran-3-yl)benzene-1,2-diamine O1CC(CC2=C1C=CC=C2)C2=C(C(=CC=C2)N)N